C(C)N(CCCCCCCCSC1=C2CN(C(C2=C(C=C1)F)=O)C1C(NC(CC1)=O)=O)CC 3-(4-((8-(diethylamino)octyl)thio)-7-fluoro-1-oxoisoindolin-2-yl)piperidine-2,6-dione